ClC=1C=C(OCC(=O)O)C=C(C1CC1=C(C(=C(C=C1)O)C(=C)C)C)Cl 2-(3,5-dichloro-4-(4-hydroxy-2-methyl-3-(prop-1-en-2-yl)benzyl)phenoxy)acetic acid